2-((6-chloro-2,3-dihydrobenzofuran-5-yl)amino)-7-ethyl-9-(tetrahydro-2H-pyran-4-yl)-7,9-dihydro-8H-purin-8-one ClC1=CC2=C(CCO2)C=C1NC1=NC=C2N(C(N(C2=N1)C1CCOCC1)=O)CC